[N+](=O)([O-])C1=CC=C(C(=O)OC2C[C@@H]3[C@@H](CN(C3)C(=O)OC(C)(C)C)C2)C=C1 tert-butyl (3aR,5s,6aS)-5-((4-nitrobenzoyl)oxy)hexahydrocyclopenta[c]pyrrole-2(1H)-carboxylate